S(=O)(=O)=C1C(C2=CC=CC=C2C1)=O sulphonyl-indenone